4-methyl-3-phenoxycarbonylaminophenylurea CC1=C(C=C(C=C1)NC(=O)N)NC(=O)OC1=CC=CC=C1